C(C)OC(CCC1CC(C1)C(CC(=O)OC(C)(C)C)C=1C=NC(=CC1)OC)=O tert-Butyl 3-(3-(3-ethoxy-3-oxopropyl)cyclobutyl)-3-(6-methoxypyridin-3-yl)propanoate